NCCC(=O)NCCS 3-amino-N-(2-mercaptoethyl)propanamide